(4-(4a,4b,8a,9a-tetrahydro-9H-carbazol-9-yl)phenyl)boronic acid C1=CC=CC2C3C=CC=CC3N(C12)C1=CC=C(C=C1)B(O)O